C1(=CC=C(C=C1)[C@H](CC(=O)OC(C)(C)C)NC(=O)NC=1C(N(C=C(C1[O-])C)C)=O)C1=CC=CC=C1 tert-butyl (S)-3-(biphenyl-4-yl)-3-(3-(1,5-dimethyl-4-oxido-2-oxo-1,2-dihydropyridin-3-yl) ureido)propanoate